CN(CCC1=CN=C(N1)NC1=NC=CC=N1)C N-(5-(2-(dimethylamino)ethyl)-1H-imidazol-2-yl)pyrimidin-2-amine